N-(4-(vinylsulfonyl)phenyl)-1H-pyrazolo[3,4-d]pyrimidin-6-amine C(=C)S(=O)(=O)C1=CC=C(C=C1)NC1=NC=C2C(=N1)NN=C2